5-(2-fluorophenylsulfanyl)-2-(piperazin-1-yl)pyrimidine HCl salt Cl.FC1=C(C=CC=C1)SC=1C=NC(=NC1)N1CCNCC1